FC=1C=C(C=CC1F)CNC(=O)C1=CC=C(S1)C1=C2S(N3CCC[C@H]3C2=NC(=C1C(=O)O)CCC1=CC=C(C=C1)F)(=O)=O (2S)-9-[5-[(3,4-difluorophenyl)methylcarbamoyl]-2-thienyl]-11-[2-(4-fluorophenyl)ethyl]-7,7-dioxo-7-thia-6,12-diazatricyclo[6.4.0.02,6]dodeca-1(12),8,10-triene-10-carboxylic acid